NCCC1=CC(=NC=C1)C 2-amino-1-(2-methylpyridin-4-yl)ethan